4',4'-difluoro-6-[3-(pyridin-3-yl)-1,2,4-oxadiazol-5-yl]-3,4-dihydrospiro[1-benzopyran-2,1'-cyclohexane]-4-one FC1(CCC2(CC1)OC1=C(C(C2)=O)C=C(C=C1)C1=NC(=NO1)C=1C=NC=CC1)F